O1C(=[C-]C(=O)C2=CC=CC=C12)C1=CC=CC=C1 flavonid